N-(3-piperidinylmethyl)methanesulfonamide N1CC(CCC1)CNS(=O)(=O)C